[Br-].[S+]12CCNC(CC1)CC2 1-thia-4-azabicyclo[3.2.2]nonan-1-ium bromide